5'-acetyl-cis-4-[(3,5-dichloro-2-pyridyl)oxy]spiro[cyclohexane-1,3'-indoline]-2'-one C(C)(=O)C=1C=C2C3(C(NC2=CC1)=O)CCC(CC3)OC3=NC=C(C=C3Cl)Cl